6-(2-chloro-3,5-dimethoxyphenyl)-N-(4-(4-(1-methylpiperidin-4-yl)piperazin-1-yl)phenyl)-[1,2,4]tri-azolo[4',3':1,6]pyrido[2,3-d]pyrimidin-2-amine ClC1=C(C=C(C=C1OC)OC)C1=CC2=C(N=C(N=C2)NC2=CC=C(C=C2)N2CCN(CC2)C2CCN(CC2)C)N2C1=NN=C2